(1S,2r)-1-cyano-3,3-dimethyl-cyclopropane-1,2-dicarboxylic acid dimethyl ester COC(=O)[C@]1([C@@H](C1(C)C)C(=O)OC)C#N